trans-N-(benzo[d]thiazol-5-yl)-1-((1,3-dimethyl-1H-pyrazol-4-yl)sulfonyl)-2-methylpiperidine-4-carboxamide S1C=NC2=C1C=CC(=C2)NC(=O)[C@H]2C[C@@H](N(CC2)S(=O)(=O)C=2C(=NN(C2)C)C)C